BrC1=NC=C(C=C1)SCC 2-bromo-5-(ethylthio)pyridine